(3S*,4R*)-4-{4-[(tert-butoxycarbonyl)(methyl)amino]-2,6-difluorophenyl}-2-oxopyrrolidine-3-carboxylic acid methyl ester COC(=O)[C@@H]1C(NC[C@H]1C1=C(C=C(C=C1F)N(C)C(=O)OC(C)(C)C)F)=O |o1:4,8|